C(C1=CC=CC=C1)(=O)[Eu](C)C(C1=CC=CC=C1)=O dibenzoylmethyleuropium